1-(2-Carbonyl-1,2-dihydropyrrolo[2,3,4-ij]isoquinolin-5-yl)-5-trifluoromethyl-N-(2-trifluoromethylpyridin-4-yl)-1H-pyrazole-4-carboxamide C(=O)=C1NC=2C=CC=C3C(=CN=C1C23)N2N=CC(=C2C(F)(F)F)C(=O)NC2=CC(=NC=C2)C(F)(F)F